(7-bromo-2-(2,6-dioxopiperidin-3-yl)-3-oxoisoindolin-5-yl)methyl(3-chloro-4-methylphenyl)carbamate BrC=1C=C(C=C2C(N(CC12)C1C(NC(CC1)=O)=O)=O)OC(N(C1=CC(=C(C=C1)C)Cl)C)=O